IC1=CC=C(C=C1)CC(C(=O)NC(C)C)NC(OC(C)(C)C)=O tert-butyl 3-(4-iodophenyl)-1-(isopropylamino)-1-oxopropan-2-ylcarbamate